N,N-dimethyl-2-(methylsulfanyl)-7-oxo-8-phenyl-5-[2-(triisopropylsilyl)ethynyl]pyrido[2,3-d]pyrimidine-6-carboxamide CN(C(=O)C1=C(C2=C(N=C(N=C2)SC)N(C1=O)C1=CC=CC=C1)C#C[Si](C(C)C)(C(C)C)C(C)C)C